O=C1C2=NN=C(C=3C(=CC(=C(N4CCC[C@H]4CCCCC1)N3)C(F)(F)F)NC(OC(C)(C)C)=O)O2 tert-Butyl N-[(12R)-6-oxo-18-(trifluoromethyl)-22-oxa-3,4,16,21-tetraazatetracyclo[15.3.1.12,5.012,16]docosa-1(21),2,4,17,19-pentaen-20-yl]carbamate